Mannosamin OC1[C@@H](N)[C@@H](O)[C@H](O)[C@H](O1)CO